Cl.FC1=C(C=CC=C1)[C@H](O)[C@@H]1N[C@H](CC1)CC1CCC(CC1)OC (S)-(2-Fluorophenyl)((2R,5R)-5-(((1r,4S)-4-methoxycyclohexyl)methyl)-pyrrolidin-2-yl)methanol hydrochloride